1-(4-(2-chloro-6-fluorobenzyl)-3-oxo-3,4-dihydro-2H-benzo[b][1,4]thiazin-6-yl)-3-(1H-indol-3-yl)urea ClC1=C(CN2C3=C(SCC2=O)C=CC(=C3)NC(=O)NC3=CNC2=CC=CC=C32)C(=CC=C1)F